(1R,2R)-methyl 2-(4-bromo-2,6-dimethoxy-phenyl)-4-methylcyclohex-3-enecarboxylate BrC1=CC(=C(C(=C1)OC)[C@H]1[C@@H](CCC(=C1)C)C(=O)OC)OC